BrC=1C(=C(C#N)C=C(C1)C(=O)C1=C(N=C2N1C=CC(=N2)C(F)(F)F)CC)O 3-bromo-5-(2-ethyl-7-(trifluoromethyl)imidazo[1,2-a]pyrimidine-3-carbonyl)-2-hydroxybenzonitrile